C(C)(C)C1=NC2=C(N1C1=CC3=C(NC(N3)=O)C=C1)C=CC=C2C(=O)O 2-isopropyl-2'-oxo-2',3'-dihydro-1'H-[1,5'-bi-benzo[d]imidazole]-4-carboxylic acid